5-(1-((2-((4,4-dimethylpiperidin-1-yl)methyl)-1H-indol-6-yl)methyl)-1H-1,2,3-triazol-4-yl)-N,N-dimethyl-Pyridin-3-amine CC1(CCN(CC1)CC=1NC2=CC(=CC=C2C1)CN1N=NC(=C1)C=1C=C(C=NC1)N(C)C)C